C1(CCCCC1)N1C(C(=C(C2=C1N=C(N=C2)NC2=CC(=C(C=C2)N2CCN(CC2)C)C)C)C2=CC=CC=C2)=O 8-cyclohexyl-5-methyl-2-((3-methyl-4-(4-methylpiperazin-1-yl)phenyl)amino)-6-phenylpyrido[2,3-d]pyrimidin-7(8H)-one